Methyl (5-methoxyquinolin-8-yl)carbamate COC1=C2C=CC=NC2=C(C=C1)NC(OC)=O